OC1=CC(C(CC1)(C)C)=O 3-hydroxy-6,6-dimethyl-cyclohex-2-en-1-one